C(C)OC1=CC=C(C=C1)N(S(=O)(=O)C1=CC(=C(C=C1)C)C(=O)N1C(CC2=CC=CC=C12)C)C N-(4-ethoxyphenyl)-N,4-dimethyl-3-(2-methylindoline-1-carbonyl)benzenesulfonamide